C(C)OC(C1=C(N=C(C=C1)C(F)(F)F)C)=O 2-methyl-6-(trifluoromethyl)nicotinic acid ethyl ester